2-((4,4-difluorocyclohexyl)amino)-6-(5-methyl-1H-pyrazol-1-yl)isonicotinonitrile FC1(CCC(CC1)NC=1C=C(C#N)C=C(N1)N1N=CC=C1C)F